BrC1=NC(=CC(=C1)C(C(C(C)C)NC(OC(C)(C)C)=O)=O)Cl tert-butyl (1-(2-bromo-6-chloropyridin-4-yl)-3-methyl-1-oxobutan-2-yl)-carbamate